C1(=CC=CC=C1)C1=NC(=CC(=N1)C=1C(=C(C#N)C(=C(C1C1=CC=CC=2C3=CC=CC=C3N(C12)C1=CC=CC=C1)C1=CC=CC=2C3=CC=CC=C3N(C12)C1=CC=CC=C1)C1=CC=CC=2C3=CC=CC=C3N(C12)C1=CC=CC=C1)C1=CC=CC=2C3=CC=CC=C3N(C12)C1=CC=CC=C1)C1=CC=CC=C1 3-(2,6-diphenylpyrimidin-4-yl)-2,4,5,6-tetrakis(9-phenyl-9H-carbazol-1-yl)benzonitrile